C(\C=C\C)N1C(C2=C(C(=C1)C1=CC(=C(C=C1)C(=O)N1CCOCC1)C)C=C(N2)C)=O 6-[(E)-but-2-enyl]-2-methyl-4-[3-methyl-4-(morpholine-4-carbonyl)phenyl]-1H-pyrrolo[2,3-c]pyridin-7-one